C(C)(C)(C)OC(NC1=CC2=C(C(=CC=C2C=C1OCC1=CC=CC=C1)OC)Cl)=O [3-(Phenylmethoxy)-8-chloro-7-methoxynaphthalen-2-yl]carbamic acid tert-butyl ester